6-methyl-5,7-dihydro-4H-benzothiophene-3-carboxylate CC1CC2=C(C(=CS2)C(=O)[O-])CC1